2-(2-aminoethyl)-N-(pyridine-2-ylmethyl)-1,3-oxazole-4-carboxamide dihydrochloride Cl.Cl.NCCC=1OC=C(N1)C(=O)NCC1=NC=CC=C1